COC(C(C(C)C)NC1=C(C(=C(C=C1)Br)F)[N+](=O)[O-])=O 2-(4-bromo-3-fluoro-2-nitro-anilino)-3-methyl-butanoic acid methyl ester